ClC=1C=CC(=C(C1)C1=C(N=CN1)C=1C=CC2=C(N=C(O2)NC2=CC=C3CCNCC3=C2)C1)F 5-(5-(5-chloro-2-fluorophenyl)-1H-imidazol-4-yl)-N-(1,2,3,4-tetrahydroisoquinolin-7-yl)benzo[d]oxazol-2-amine